5-bromopentanoyl chloride BrCCCCC(=O)Cl